N-(beta-aminoethyl)-gamma-aminopropylmethyldimethoxysilane NCCNCCC[Si](OC)(OC)C